(S or R)-2-(2-(2,2-dimethyltetrahydro-2H-pyran-4-yl)-2H-pyrazolo[3,4-b]pyrazin-6-yl)-3-methyl-5-(trifluoromethyl)phenol CC1(OCC[C@@H](C1)N1N=C2N=C(C=NC2=C1)C1=C(C=C(C=C1C)C(F)(F)F)O)C |o1:5|